C12(CC3CC(CC(C1)C3)C2)C=2C(=C(C=C(C2)C)C2=C(C=CC(=C2)OCCCC)[Li])OCOC (3'-(adamantan-1-yl)-5-butoxy-2'-(methoxymethoxy)-5'-methyl-[1,1'-biphenyl]-2-yl)lithium